O[C@H](C(=O)O)[C@@H](C(=O)O)O.ClC=1C=C(C=CC1OC(C)C)C=1C=C2CC([C@H](C2=CC1)N)(C)C (R)-5-(3-chloro-4-isopropoxyphenyl)-2,2-dimethyl-2,3-dihydro-1H-inden-1-amine (2S,3S)-2,3-dihydroxysuccinate